C(C(=O)OCC)(=O)OCCC(C=C(CCCCC)C)C 3,5-dimethyldec-4-en-1-yl ethyl oxalate